C(#N)C=1C(=NC2=CC=CC=C2C1)SCC(=O)NC1=CC=CC=C1 2-((3-Cyanoquinolin-2-yl)thio)-N-phenylacetamide